((1-(1-hydroxy-2-methylpropan-2-yl)pyrrolidin-3-yl)methyl)-1-(3-(4-methoxyphenyl)-1,2,4-oxadiazol-5-yl)piperidine-4-carboxamide OCC(C)(C)N1CC(CC1)CC1N(CCC(C1)C(=O)N)C1=NC(=NO1)C1=CC=C(C=C1)OC